ClC1=C2C(=C(N=N1)C=1C=C3CCN(CC3=CC1)C(=O)OCC1=CC=CC=C1)SC=C2C benzyl 6-(4-chloro-3-methyl-thieno[2,3-d]pyridazin-7-yl)-3,4-dihydro-1H-isoquinoline-2-carboxylate